C1(CCCC1)C=1N(N=C2C(=CC(=CC12)C1=NC(=NC=C1F)NC1=NC=C(C=C1)CN1CCN(CC1)C(C)C)F)C 4-(3-cyclopentyl-7-fluoro-2-methyl-2H-indazol-5-yl)-5-fluoro-N-(5-((4-isopropylpiperazin-1-yl)methyl)pyridin-2-yl)pyrimidin-2-amine